C(C#CC)N1C(=NC=2N(C(N(C(C12)=O)CC1=C(C(=O)O)C=CC(=N1)NC)=O)C)N1CC(CCC1)NC(=O)OC(C)(C)C 2-((7-(but-2-yn-1-yl)-8-(3-((tert-butoxycarbonyl)amino)piperidin-1-yl)-3-methyl-2,6-dioxo-2,3,6,7-tetrahydro-1H-purin-1-yl)methyl)-6-(methylamino)nicotinic acid